(2S,3R)-3-[3-[2,6-dichloro-4-(1-methylpyrazol-4-yl)benzoyl]-2,4-dihydro-1,3-benzoxazin-8-yl]-2-methylpentanoic acid ClC1=C(C(=O)N2COC3=C(C2)C=CC=C3[C@@H]([C@@H](C(=O)O)C)CC)C(=CC(=C1)C=1C=NN(C1)C)Cl